C(C)(C)(C)C1C(CC12CCN(CC2)C(=O)OCCN(C(C)C)CCN(CC)CC)OC2=CC(=C(C=C2)Br)C 2-((2-(diethylamino)ethyl)(isopropyl)amino)1-ethanol tert-butyl-2-(4-bromo-3-methylphenoxy)-7-azaspiro[3.5]nonane-7-carboxylate